CNCC (methyl)(ethyl)amine